glycerin dimethacrylate acrylate C(C=C)(=O)OCC(COC(C(=C)C)=O)OC(C(=C)C)=O